COCCCCCN(CCCCCCCC(=O)N(CCCCCCCCCC)CCCCCCCCCC)CCCCCCCC(=O)N(CCCCCCCCCC)CCCCCCCCCC 8,8'-((5-Methoxypentyl)azanediyl)bis(N,N-didecyl-octanoamide)